NC=1C2=C(N=CN1)N(C=C2)C2C=C(C(C2O)O)CCC=2C=CC(=C1CCNCC21)F 5-(4-amino-7H-pyrrolo[2,3-d]pyrimidin-7-yl)-3-(2-(5-fluoro-1,2,3,4-tetrahydroisoquinolin-8-yl)ethyl)cyclopent-3-ene-1,2-diol